2-(amino(1-benzylpiperidin-4-yl)methyl)-4,5-dichlorophenol NC(C1=C(C=C(C(=C1)Cl)Cl)O)C1CCN(CC1)CC1=CC=CC=C1